C1(=CC=CC2=CC=CC=C12)C1=CC=C(C=C1)NC1=CC=C(C=C1)C1=CC=C(C=C1)C1=CC=CC=C1 (4-naphthalen-1-yl-phenyl)-(1,1':4',1''-terphenyl-4-yl)-amine